BrC1=CC=C(C=C1)/C=C/C(=O)N1CCN(CC1)C(=O)C1=CC=CC=2OC(OC21)(F)F (E)-3-(4-bromophenyl)-1-(4-(2,2-difluorobenzo[d][1,3]dioxole-4-carbonyl)piperazin-1-yl)prop-2-en-1-one